3-tert-butyldimethyl-((5-(4,4,5,5-tetramethyl-1,3,2-dioxaborolan-2-yl)-2,3-dihydrobenzofuran-2-yl)methoxy)silane C(C)(C)(C)C1C(OC2=C1C=C(C=C2)B2OC(C(O2)(C)C)(C)C)CO[SiH](C)C